tert-butyl (2R,5S)-4-[7-bromo-8-fluoro-2-[[(6S)-5-methyl-5-azaspiro[2.4]heptan-6-yl]methoxy]-6-(trifluoromethyl)quinazolin-4-yl]-2,5-dimethyl-piperazine-1-carboxylate BrC1=C(C=C2C(=NC(=NC2=C1F)OC[C@H]1N(CC2(CC2)C1)C)N1C[C@H](N(C[C@@H]1C)C(=O)OC(C)(C)C)C)C(F)(F)F